tert-butyl 3-(2,3-dichlorophenyl)-3-[(1,3,3-trimethyl-2-oxoindol-6-yl)amino]pyrrolidine-1-carboxylate ClC1=C(C=CC=C1Cl)C1(CN(CC1)C(=O)OC(C)(C)C)NC1=CC=C2C(C(N(C2=C1)C)=O)(C)C